(3-(4-chlorophenyl)pyrrolidin-3-yl)-4-(trifluoromethoxy)benzamide ClC1=CC=C(C=C1)C1(CNCC1)C1=C(C(=O)N)C=CC(=C1)OC(F)(F)F